4-((2R,3S,5R)-3-(4-fluoro-2-methoxyphenyl)-5-methyl-5-(trifluoromethyl)tetrahydrofuran-2-carboxamido)picolinamide FC1=CC(=C(C=C1)[C@H]1[C@@H](O[C@](C1)(C(F)(F)F)C)C(=O)NC1=CC(=NC=C1)C(=O)N)OC